CC1=CN=C(S1)NS(=O)(=O)C=1SC2=C(C1C)C=C(C=C2)C(C)C 5-methyl-2-[3-methyl-5-(propan-2-yl)-1-benzothiophene-2-sulfonamido]-1,3-thiazole